3-thiophenyl-boronic acid pinacol ester S1C=C(C=C1)B1OC(C)(C)C(C)(C)O1